tributoxy(2-vinylphenyl)silane C(CCC)O[Si](C1=C(C=CC=C1)C=C)(OCCCC)OCCCC